FC=1C=CC2=C(CN(S2)C)C1[N+](=O)[O-] 5-fluoro-2-methyl-4-nitrobenzo[d]isothiazole